ClC1=C(C=CC=C1F)C1N=C(NC=C1C(=O)[O-])C=1SC=CN1 4-(2-chloro-3-fluoro-phenyl)-2-thiazol-2-yl-1,4-dihydropyrimidine-5-carboxylate